C12(CC3CC(CC(C1)C3)C2)C2=CC=C(OC3=C(C=C(N)C=C3)F)C=C2 4-(4-((3R,5r,7r)-adamantan-1-yl)phenoxy)-3-fluoroaniline